COC1=C(N)C=CC=C1C1=NN(C(=N1)N1C2COCC1CC2)C 2-methoxy-3-(1-methyl-5-{3-oxa-8-azabicyclo[3.2.1]oct-8-yl}-1H-1,2,4-triazol-3-yl)aniline